trifluoromethanesulfonyl-3-ethyl-2-methylimidazolium triflate [O-]S(=O)(=O)C(F)(F)F.FC(S(=O)(=O)C=1[N+](=C(NC1)C)CC)(F)F